BrC1=CC=CC=2C=3N(C(=NC12)[C@@](N)(C)C(=O)NCCN1CCOCC1)N=C(N3)C=3C=NN(C3)C 2-[7-bromo-2-(1-methyl-1H-pyrazol-4-yl)[1,2,4]triazolo[1,5-c]quinazolin-5-yl]-N-[2-(morpholin-4-yl)ethyl]-D-alaninamide